CN(S(=O)(=O)NCC1CC(C1)C1=C(NC2=C(C=C(C=C12)F)F)C1=CC=C(C=C1)F)C 3-[3-[(dimethyl-sulfamoylamino)methyl]cyclobutyl]-5,7-difluoro-2-(4-fluorophenyl)-1H-indole